NC=1C(N(C2=C(N1)SC(=C2)C(=O)O)C2=CC=C1C=CN(C1=C2)C2=CC=CC=C2)=O 3-amino-2-oxo-1-(1-phenyl-1H-indol-6-yl)-1,2-dihydrothieno[2,3-b]pyrazine-6-carboxylic acid